CC1(C2=CC=C(C=C2C=2C=CC(=CC12)P(C)(C)=O)C=1C(=NC=CC1)B1OC(C(O1)(C)C)(C)C)C (9,9-dimethyl-6-(2-(4,4,5,5-tetramethyl-1,3,2-dioxaborolan-2-yl)pyridin-3-yl)-9H-fluoren-2-yl)dimethylphosphine oxide